C(CN(CCC(=O)[O-])CCC(=O)[O-])N(CCC(=O)[O-])CCC(=O)[O-].[Na+].C1(=CC=CC=C1)C1=C(C=C(C(=C1C1=CC=CC=2C3=CC=CC=C3NC12)C1=CC=CC=C1)C1=CC=CC=2C3=CC=CC=C3NC12)C1=CC=CC=2C3=CC=CC=C3NC12.[Na+].[Na+].[Na+] (2,4-diphenyl)1,3,5-tris(carbazolyl)benzene sodium ethylenediaminetetrapropionate